C1(=CC=CC=C1)[C@@H]1NC(OC1)=O (S)-4-phenyl-Oxazolidin-2-one